ClC1=C(C=CC(=C1)[N+](=O)[O-])C(=O)N1CCN(CC1)C (2-chloro-4-nitrophenyl)(4-methylpiperazin-1-yl)methanone